FC1=CC(=C(C=C1)C(=O)N1CC2(C1)CC(C2)N2N=C(C=C2C)C2=C(C=CC=C2)C)OCC(F)(F)F [4-fluoro-2-(2,2,2-trifluoroethoxy)phenyl]{6-[5-methyl-3-(o-tolyl)-1-pyrazolyl]-2-aza-2-spiro[3.3]heptyl}methanone